6-methyl-spiro[5,6-dihydrocyclopenta[b]thiophene-4,3'-azetidine]-3-carbonitrile CC1CC2(CNC2)C2=C1SC=C2C#N